ethyl 6-chloro-5-fluoro-4-(3-methoxy-3-oxopropanamido)nicotinate ClC1=NC=C(C(=O)OCC)C(=C1F)NC(CC(=O)OC)=O